C(C(=C)C)(=O)OCCCC(=CCO[SiH3])CCCOC(C(=C)C)=O bis(γ-methacryloxypropyl)vinylmethoxysilane